F[B-](F)(F)F.C(CCC)[N+]1(CC=CC=C1)C 1-butyl-1-methylpyridinium tetrafluoroborate